tert-butyl (1-(((3-(cyclopentylthio)pyridin-2-yl)methyl)amino)-2-methyl-1-oxopropan-2-yl)carbamate C1(CCCC1)SC=1C(=NC=CC1)CNC(C(C)(C)NC(OC(C)(C)C)=O)=O